4-benzoylphenyl-sulfonate C(C1=CC=CC=C1)(=O)C1=CC=C(C=C1)S(=O)(=O)[O-]